CN1C=NC2=C1C=C(C=C2)COC2=CC=CC(=N2)C=2CCN(CC2)CC2=NC1=C(N2C[C@H]2OCC2)C=C(C=C1)C(=O)O (S)-2-((6-((1-methyl-1H-benzo[d]imidazol-6-yl)methoxy)-3',6'-dihydro-[2,4'-bipyridyl]-1'(2'H)-yl)methyl)-1-(oxetane-2-ylmethyl)-1H-benzo[d]imidazole-6-carboxylic acid